ClC1=C(C=NC2=C1N=CN=C2C2=CC(=CC(=C2)Cl)Cl)C(=O)Cl 8-chloro-4-(3,5-dichlorophenyl)pyrido[3,2-d]pyrimidine-7-carbonyl chloride